4-((8-bromooctyl)oxy)-2,2,6,6-tetramethylpiperidine BrCCCCCCCCOC1CC(NC(C1)(C)C)(C)C